Cis-2-(1,1-difluoro-2,2-dimethyl-propyl)-7-fluoro-5-phenyl-6,7-dihydro-5H-pyrrolo[1,2-b][1,2,4]triazole FC(C(C)(C)C)(F)C=1N=C2N(N1)[C@@H](C[C@@H]2F)C2=CC=CC=C2